O1CCN(CCC1)C1=NN2C(N=CC=C2)=C1C(=O)N (1,4-oxazepan-4-yl)pyrazolo[1,5-a]pyrimidine-3-carboxamide